N-((5-(3-(5-Benzyl-4H-1,2,4-triazol-3-yl)phenoxy)-1H-indol-4-yl)methyl)propan-2-amine 2,2,2-trifluoroacetate FC(C(=O)O)(F)F.C(C1=CC=CC=C1)C=1NC(=NN1)C=1C=C(OC=2C(=C3C=CNC3=CC2)CNC(C)C)C=CC1